N-(Z)-octadec-11-enoyl-sarcosine C(CCCCCCCCC\C=C/CCCCCC)(=O)N(C)CC(=O)O